(3R,4R)-4-{[5-(2,4-difluoro-phenyl)-isoxazole-3-carbonyl]-amino}-1-(2-hydroxy-1-methyl-propyl)-piperidine-3-carboxylic acid dimethylamide CN(C(=O)[C@@H]1CN(CC[C@H]1NC(=O)C1=NOC(=C1)C1=C(C=C(C=C1)F)F)C(C(C)O)C)C